C(CCCC)C=1C=C(N)C=CC1 3-n-pentylaniline